1-amino-5-[(tert-butyldimethylsilyl)oxy]-5-methylhex-3-yn-2-ol NCC(C#CC(C)(C)O[Si](C)(C)C(C)(C)C)O